4-nonyl-aniline C(CCCCCCCC)C1=CC=C(N)C=C1